BrC=1C(=NC2=CC(=CC=C2C1)F)N1CCC(CCC1)(F)F 3-bromo-2-(4,4-difluoroazepan-1-yl)-7-fluoro-quinoline